COC=1C=C(C=CC1[N+](=O)[O-])NCCOCC(=O)O (2-((3-methoxy-4-nitrophenyl)amino)ethoxy)acetic acid